C(C)NC=1C=C(SC1)C1=CC(=NC=N1)NCCN1C(=CC2=C(C=CC(=C12)F)C)C [6-(4-Ethylamino-thiophen-2-yl)-pyrimidin-4-yl]-[2-(7-fluoro-2,4-dimethyl-indol-1-yl)-ethyl]-amin